tert-butyl ((1S,2S)-2-hydroxycyclopentyl)carbamate O[C@@H]1[C@H](CCC1)NC(OC(C)(C)C)=O